N-((6-cyanopyridin-3-yl)methyl)-5-hydroxy-2-(4-(3-hydroxypropionyl)piperazin-1-yl)-1,7-naphthyridine-6-carboxamide C(#N)C1=CC=C(C=N1)CNC(=O)C=1C(=C2C=CC(=NC2=CN1)N1CCN(CC1)C(CCO)=O)O